N1=C(N=CC(=C1)C1C(C1C1=CC(=C(C(=C1)OC)F)F)C(=O)OCC)C1=NC=CC=N1 ethyl 2-([2,2'-bipyrimidin]-5-yl)-3-(3,4-difluoro-5-methoxyphenyl)cyclopropane-1-carboxylate